NC1=CC=C2C(OC3(C4=CC=C(C=C4OC=4C=C(C=CC34)N3CCC3)N3CCC3)C2=C1)=O 6-amino-3',6'-di(azetidin-1-yl)-3H-spiro[isobenzofuran-1,9'-xanthen]-3-one